((2-(2-(hydroxymethyl)phenyl)-3-methyl-1H-indol-5-yl)methyl)-3-methylpyridazine-4-carboxamide OCC1=C(C=CC=C1)C=1NC2=CC=C(C=C2C1C)CC=1C(=C(N=NC1)C)C(=O)N